1-bromo-4-((E)-2-((1R,2R)-2-(p-tolyl)cyclopropyl)vinyl)benzene (4aS,7aS)-7-ethenyl-1-[[(1,1-dimethylethyl)dimethylsilyl]oxy]-1,4a,5,7a-tetrahydrocyclopenta[c]pyran-4-carboxylate C(=C)C1=CC[C@H]2[C@@H]1C(OC=C2C(=O)O)O[Si](C)(C)C(C)(C)C.BrC2=CC=C(C=C2)\C=C\[C@@H]2[C@@H](C2)C2=CC=C(C=C2)C